(7-((4-(ethylamino)-3-(trifluoromethyl)-1H-pyrrolo[2,3-b]pyridin-6-yl)amino)-2,3-dihydrobenzofuran-4-yl)(6-azaspiro[2.5]octan-6-yl)methanone C(C)NC1=C2C(=NC(=C1)NC1=CC=C(C=3CCOC31)C(=O)N3CCC1(CC1)CC3)NC=C2C(F)(F)F